BrC=1C=CC(=NC1)N1CCNCC(C1)O 1-(5-bromo-2-pyridinyl)-1,4-diazepan-6-ol